3-(2-chloro-4'-(pyridin-2-yloxy)-[1,1'-biphenyl]-3-yl)piperidine-2,6-dione ClC1=C(C=CC=C1C1C(NC(CC1)=O)=O)C1=CC=C(C=C1)OC1=NC=CC=C1